OCC#CCO 1,4-dihydroxy-2-butyne